5α-Androstane-3β,6α,17β-triol C[C@@]12[C@H](CC[C@H]1[C@@H]1C[C@@H]([C@H]3C[C@H](CC[C@]3(C)[C@H]1CC2)O)O)O